methyl (4-(azepan-1-yl)-4-oxobutanoyl)-DL-alaninate N1(CCCCCC1)C(CCC(=O)N[C@@H](C)C(=O)OC)=O |r|